4-(2-hydroxyethyl)-3,3-dimethylindol-2-one OCCC1=C2C(C(NC2=CC=C1)=O)(C)C